tert-butyl 4-(5-chloro-4-((8-methyl-6-(2-(methylamino)-2-oxoethoxy)-7-oxo-7,8-dihydro-1,8-naphthyridin-3-yl)amino)pyridin-2-yl)piperazine-1-carboxylate ClC=1C(=CC(=NC1)N1CCN(CC1)C(=O)OC(C)(C)C)NC=1C=NC=2N(C(C(=CC2C1)OCC(=O)NC)=O)C